C(C)(C)(C)NC(O[C@H]1C[C@H](CC1)C1=CC(=NN1)NC(CC1=NC=CC=C1F)=O)=O (1R,3S)-3-(3-{[(3-fluoropyridin-2-yl)acetyl]amino}-1H-pyrazol-5-yl)cyclopentyl tert-butylcarbamate